N-(2-cyclopropyl-4-fluorophenyl)-N-(1,3-dimethyl-1H-pyrazol-4-yl)-7-nitrobenzo[c][1,2,5]oxadiazol-4-amine C1(CC1)C1=C(C=CC(=C1)F)N(C1=CC=C(C2=NON=C21)[N+](=O)[O-])C=2C(=NN(C2)C)C